4'-amino-5'-carbamoyl-4''-sulfamoyl-[1,1':3',1''-terphenyl]-4-yl propionate C(CC)(=O)OC1=CC=C(C=C1)C1=CC(=C(C(=C1)C(N)=O)N)C1=CC=C(C=C1)S(N)(=O)=O